ClC1=NC(=C(C=C1C(N1[C@H](CN(CC1)C(=O)OC(C)(C)C)C)=N)Cl)C1=C(C=CC=C1)F tert-butyl (S)-4-((2,5-dichloro-6-(2-fluoro-phenyl)pyridin-3-yl)(imino)methyl)-3-methylpiperazine-1-carboxylate